C(CCCCC)N(C=1C=C(C=C(O)C1)O)CCCCCC 5-(dihexylamino)resorcinol